O[C@@]12C=CC([C@H]3[C@]14C=1C(=C(C=CC1C[C@H]2N(C)CC4)OC)O3)=O 14-Hydroxycodeinone